tert-butyl N-[1-(pyridin-3-yl)piperidin-3-yl]carbamate N1=CC(=CC=C1)N1CC(CCC1)NC(OC(C)(C)C)=O